[Si](C)(C)(C(C)(C)C)OC1CC(C1)N1N=C2C(N=C(C=C2)Cl)=C1I 2-((1s,3s)-3-((tert-Butyldimethylsilyl)oxy)cyclobutyl)-5-chloro-3-iodo-2H-pyrazolo[4,3-b]pyridine